O1C(OCCC1)CCC1=CC(=NC(=N1)C1=CC=C(C=C1)N1N=CC=C1)C(=O)N1CCN(CC1)S(=O)(=O)C (6-(2-(1,3-dioxan-2-yl)ethyl)-2-(4-(1H-pyrazol-1-yl)phenyl)pyrimidin-4-yl)(4-(Methylsulfonyl)piperazin-1-yl)methanone